(diethylamino)acetophenone C(C)N(CC)CC(=O)C1=CC=CC=C1